7-methoxy-2,3-diphenyl-N-(pyrazin-2-yl)-6-(quinolin-6-yl)pyrazolo[1,5-a]pyrimidin-5-amine COC1=C(C(=NC=2N1N=C(C2C2=CC=CC=C2)C2=CC=CC=C2)NC2=NC=CN=C2)C=2C=C1C=CC=NC1=CC2